(R)-3-(3-(4-(1H-pyrrolo[2,3-b]pyridin-4-yl)thiazol-2-yl)phenyl)-3-hydroxy-1-methylpyrrolidin-2-one N1C=CC=2C1=NC=CC2C=2N=C(SC2)C=2C=C(C=CC2)[C@]2(C(N(CC2)C)=O)O